1-(5-fluoro-2-hydroxymethylphenyl)-3-(3-chloro-5-trifluoromethoxyphenyl)urea FC=1C=CC(=C(C1)NC(=O)NC1=CC(=CC(=C1)OC(F)(F)F)Cl)CO